4-[(1s,3s)-3-(4-piperidinyloxy)cyclopentyloxy]piperidine N1CCC(CC1)O[C@@H]1C[C@H](CC1)OC1CCNCC1